6'-Hydroxyferuloyl-CoA OC1=CC(=C(C=C1/C=C/C(=O)SCCNC(CCNC([C@@H](C(COP(OP(OC[C@@H]1[C@H]([C@H]([C@@H](O1)N1C=NC=2C(N)=NC=NC12)O)OP(=O)(O)O)(=O)O)(=O)O)(C)C)O)=O)=O)OC)O